1-amino-4-(1-cyclopropyl-1H-pyrazol-3-yl)-3-methyl-1H-pyrrole-2-carboxylic acid ethyl ester C(C)OC(=O)C=1N(C=C(C1C)C1=NN(C=C1)C1CC1)N